propyl 2-[[(3S)-6-[tert-butoxycarbonyl (methyl) amino]-3-[[3-(5-methyl-1,2,4-oxadiazol-3-yl) benzoyl] amino] hexanoyl] amino]-4-methyl-thiazole-5-carboxylate C(C)(C)(C)OC(=O)N(CCC[C@@H](CC(=O)NC=1SC(=C(N1)C)C(=O)OCCC)NC(C1=CC(=CC=C1)C1=NOC(=N1)C)=O)C